2,4,6-tripropenylmethylbenzene C(=CC)C1=C(C(=CC(=C1)C=CC)C=CC)C